2,5-dihydroxyphenyldiphenylphosphine-oxide OC1=C(C=C(C=C1)O)P(C1=CC=CC=C1)(C1=CC=CC=C1)=O